C(C)N1C=C(C(C2=CC(=C(C=C12)N1CCN(CC1)CC=1C=CC=C2C=CC=NC12)F)=O)C(=O)[O-] 1-ethyl-6-fluoro-7-(4-(quinolin-8-ylmethyl) piperazin-1-yl)-4-oxo-1,4-dihydroquinoline-3-carboxylate